Cl.NC(C(=O)O)(CO)C 2-amino-3-hydroxy-2-methylpropanoic acid hydrochloride